dimethyl-benzoic acid methyl ester COC(C1=C(C(=CC=C1)C)C)=O